3-[1-(2-fluoro-2-methylpropyl)-3-(4-methylpiperazin-1-yl)pyrrolo[3,2-c]pyridin-6-yl]-1-(oxan-2-yl)pyrazol-4-amine FC(CN1C=C(C=2C=NC(=CC21)C2=NN(C=C2N)C2OCCCC2)N2CCN(CC2)C)(C)C